FC1=C(C=C(C(=C1)OC=1C=CC2=CN(N=C2C1)C)C)NC=1C2=C(N=CN1)C=CC(=N2)OC2CCN(CC2)C(=O)OC(C)(C)C tert-butyl 4-((4-((2-fluoro-5-methyl-4-((2-methyl-2H-indazol-6-yl)oxy)phenyl)amino)pyrido[3,2-d]pyrimidin-6-yl)oxy)piperidine-1-carboxylate